(S)-N-(2-(4-(3-chloro-4-((3,5-difluoropyridin-2-yl)methoxy)-5',6-dimethyl-2-carbonyl-2H-[1,4'-bipyridine]-2'-yl)thiazol-2-yl)propan-2-yl)acetamide ClC=1C(N(C(=CC1OCC1=NC=C(C=C1F)F)C)C1=CC(=NC=C1C)C=1N=C(SC1)C(C)(C)NC(C)=O)=C=O